2-(4-chloro-2-iodophenyl)-5-methyl-1,3,4-oxadiazole ClC1=CC(=C(C=C1)C=1OC(=NN1)C)I